(6R)-6-(azidomethyl)tetrahydropyran-2-ol N(=[N+]=[N-])C[C@H]1CCCC(O1)O